N-[4-(difluoromethoxy)-2,3-difluoro-phenyl]-7-fluoro-6-[(3S)-pyrrolidin-3-yl]oxy-pyrido[3,2-d]pyrimidin-4-amine FC(OC1=C(C(=C(C=C1)NC=1C2=C(N=CN1)C=C(C(=N2)O[C@@H]2CNCC2)F)F)F)F